NC1=CC=C(C(=O)OC(CO)=O)C=C1 glycolyl para-aminobenzoate